C12(CC3CC(CC(C1)C3)C2)C2=C(C=CC(=C2)C)O 2-(adamantan-1-yl)-4-methylphenol